(3aS,4R,6aR)-4-azidocyclopenta[c]pyrrole-2(1H)-carboxylic acid 2-methyl-2-propyl ester CC(C)(C)OC(=O)N1CC=2C(=C1)C(=CC2)N=[N+]=[N-]